C(C)(C)(C)OCC=O 2-(TERT-BUTOXY)ACETALDEHYDE